6-Chloro-3-[(1R)-1-[2-(1,3-dimethylindazol-5-yl)-3,6-dimethyl-4-oxo-chromen-8-yl]ethoxy]pyridine-2-carboxamide ClC1=CC=C(C(=N1)C(=O)N)O[C@H](C)C=1C=C(C=C2C(C(=C(OC12)C=1C=C2C(=NN(C2=CC1)C)C)C)=O)C